BrC=1C(=C(OC2CCC(CC2)CC[C@@H](C)N2CCN(CC2)C=2C=CC=C3C(=NN(C23)C)C2C(NC(CC2)=O)=O)C=CC1)C 3-[7-[4-[(1R)-3-[4-(3-bromo-2-methyl-phenoxy)cyclohexyl]-1-methyl-propyl]piperazin-1-yl]-1-methyl-indazol-3-yl]piperidine-2,6-dione